OCCC=C(C(=O)O)C.C(C(=C)C)(=O)O.C(C(=C)C)(=O)O.C(CO)O ethylene glycol dimethacrylate (hydroxyethyl-methacrylate)